5-(3-fluoro-5-methylphenyl)-5H-imidazo[5,1-a]isoindole FC=1C=C(C=C(C1)C)C1N2C(C3=CC=CC=C13)=CN=C2